diethyl ((((2R,3R,4R,5R)-4-fluoro-3-iodo-5-(6-methoxy-9H-purin-9-yl)tetrahydrofuran-2-yl)oxy)methyl)phosphonate F[C@H]1[C@@H]([C@H](O[C@H]1N1C2=NC=NC(=C2N=C1)OC)OCP(OCC)(OCC)=O)I